3-(3,5-dimethoxy-4-methyl-phenyl)-2-inden-2-yloxy-propane-1,3-dione COC=1C=C(C=C(C1C)OC)C(C(C=O)OC=1CC2=CC=CC=C2C1)=O